FC(OC1=CC=C(C=C1)S(=O)(=O)N1N=C2C(=C1)CN(C2)C([C@@H](C2=CC=CC=C2)N2CC(C2)O)=O)F (R)-1-(2-((4-(difluoromethoxy)phenyl)sulfonyl)-2,6-dihydropyrrolo[3,4-c]pyrazol-5(4H)-yl)-2-(3-hydroxyazetidin-1-yl)-2-phenylethan-1-one